C12=CC=C(CC1)C2 Norborna-dien